FC=1C(=NC=NC1N1C(COCC1)C1=CC=C(C=C1)C(F)(F)F)NCC1CCN(CC1)CC(=O)N 2-(4-(((5-fluoro-6-(3-(4-(trifluoromethyl)phenyl)morpholino)pyrimidin-4-yl)amino)methyl)piperidin-1-yl)acetamide